ClC[C@H](CC=1C(=NC=CC1C(=O)N)NC1CCC1)O [(2S)-3-chloro-2-hydroxy-propyl]-2-(cyclobutylamino)pyridine-4-carboxamide